C(C)(=O)OC(COC1=C(C=C(C=C1)C(C)(C)C1=CC(=C(C=C1)OCC(CN1C=NC=C1)OC(C)=O)Cl)Cl)CCl 1-(4-(2-(4-(2-acetoxy-3-(1H-imidazol-1-yl)propoxy)-3-chlorophenyl)propan-2-yl)-2-chlorophenoxy)-3-chloropropan-2-yl acetate